CC1CC(CC(C1)(C)C)NC1CC(CC(C1)(C)C)C bis(3,5,5-trimethylcyclohexyl)amine